biguanidine phosphate P(=O)(O)(O)O.NC(=N)NNC(=N)N